BrC=1C(=NC(=CC1)N1N=CC=C1C)C 3-bromo-2-methyl-6-(5-methyl-1H-pyrazol-1-yl)-pyridine